ClC(C)(CC)N=NC(C)(CC)Cl dichloro-2,2'-azobisbutane